hydroxymethyl-propane monoacrylate C(C=C)(=O)O.OCCCC